5-[[rac-(6S)-2-azaspiro[3.4]octan-6-yl]methyl]-2-(trifluoromethyl)pyridine-4-carbonitrile C1NCC12C[C@H](CC2)CC=2C(=CC(=NC2)C(F)(F)F)C#N |r|